BrC1=CN(C2=CC=C(C=C12)Cl)[Si](C(C)C)(C(C)C)C(C)C 3-bromo-5-chloro-1-(triisopropylsilyl)-1H-indole